FC1=CC=C(C(=O)N2[C@@H](C=3N(CC2)C(=NC3C3=CC=C(C=C3)NC(C)=O)C3=NC(=NS3)C)C)C=C1 (R)-N-(4-(7-(4-fluorobenzoyl)-8-methyl-3-(3-methyl-1,2,4-thiadiazol-5-yl)-5,6,7,8-tetrahydroimidazo[1,5-a]pyrazin-1-yl)phenyl)acetamide